2-(2-((S)-3-(3-chloropyridin-2-ylamino)pyrrolidin-1-yl)-5-((2-ethylphenyl)(hydroxy)methyl)phenyl)ethanol ClC=1C(=NC=CC1)N[C@@H]1CN(CC1)C1=C(C=C(C=C1)C(O)C1=C(C=CC=C1)CC)CCO